C(C)(C)(C)OC(CN1C(C2=CC(=CC=C2CC1)NC1(CN(CC1)C(=O)OC(C)(C)C)C1=C(C(=CC=C1F)Cl)Cl)=O)=O tert-butyl 3-({2-[2-(tert-butoxy)-2-oxoethyl]-1-oxo-3,4-dihydroisoquinolin-7-yl}amino)-3-(2,3-dichloro-6-fluorophenyl)pyrrolidine-1-carboxylate